O[C@H]1CN(CC[C@@H]1OC)C1=NC=CC(=N1)NC=1N=CC2=C(C=CC(=C2C1)C(C)C)OCCCNC(C)=O N-(3-((3-((2-((3S,4S)-3-hydroxy-4-methoxypiperidin-1-yl)pyrimidin-4-yl)amino)-5-isopropylisoquinolin-8-yl)oxy)propyl)acetamide